1-[5-(3-fluorophenyl)-7-iodo-6-tetrahydropyran-4-yl-pyrrolo[2,3-f]indazol-1-yl]-2,2-dimethyl-propan-1-one FC=1C=C(C=CC1)N1C(=C(C2=C1C=C1C=NN(C1=C2)C(C(C)(C)C)=O)I)C2CCOCC2